4-((3aR,4R,5R,7R,7aS)-5-amino-4,7-dimethyl-1,3-dioxooctahydro-2H-4,7-epoxyisoindol-2-yl)-2-(trifluoromethyl)benzonitrile N[C@H]1[C@]2([C@@H]3C(N(C([C@@H]3[C@@](C1)(O2)C)=O)C2=CC(=C(C#N)C=C2)C(F)(F)F)=O)C